C(C)(=O)NC(CC(=O)O)CCCN acetyl-β-lysine